5-bromo-2-(5-{[(4-fluorophenyl)amino]methyl}-1,3,4-oxadiazol-2-yl)pyrazine BrC=1N=CC(=NC1)C=1OC(=NN1)CNC1=CC=C(C=C1)F